C(=O)(OC(C)(C)C)N[C@@H](CC1=CC=C(C=C1)O)C(=O)O N-Boc-tyrosine